BrC1=NN(C(=C1)C(=O)NC1(C(C1)C1=CSC=C1)C(=O)O)C1=NC=CC=C1Cl 1-(3-bromo-1-(3-chloropyridin-2-yl)-1H-pyrazole-5-carboxamido)-2-(thiophen-3-yl)cyclopropane-1-carboxylic acid